3,3-dicyclopropyl-2-[5-[2-(difluoromethyl)-4-pyridyl]-4H-1,2,4-triazol-3-yl]-N-[4-(3,5-dimethyl-1H-pyrazol-4-yl)phenyl]propanamide C1(CC1)C(C(C(=O)NC1=CC=C(C=C1)C=1C(=NNC1C)C)C1=NN=C(N1)C1=CC(=NC=C1)C(F)F)C1CC1